5,6,7,8,9,10-hexahydrospiro[6,9-methanobenzo[8]annulene-11,3'-[1,2,5]thiadiazolidine]-1',1'-dioxide S1(NC2(CN1)C1CC3=C(CC2CC1)C=CC=C3)(=O)=O